1,3-disilabicyclo[1.1.1]pentane [SiH]12C[SiH](C1)C2